ClC1=NC(=NC=C1C1(CC1)C(=O)OCC)NC1=C(C=C(C=C1)S(=O)(=O)C1CC2(C1)CCN(CC2)C(=O)OC(C)(C)C)C tert-butyl 2-[4-[[4-chloro-5-(1-ethoxycarbonylcyclopropyl)pyrimidin-2-yl]amino]-3-methyl-phenyl]sulfonyl-7-azaspiro[3.5]nonane-7-carboxylate